3-morpholinoquinoxalin-2(1H)-one O1CCN(CC1)C=1C(NC2=CC=CC=C2N1)=O